1-(2-aminobenzo[d]thiazol-6-yl)-3-(4-chlorophenyl)-1-[2-(4-morpholinyl)ethyl]urea NC=1SC2=C(N1)C=CC(=C2)N(C(=O)NC2=CC=C(C=C2)Cl)CCN2CCOCC2